2-chloro-6-(thiophen-2-yl)-9H-purine ClC1=NC(=C2N=CNC2=N1)C=1SC=CC1